(R)-2-amino-2-(4-(ethylsulfanyl)phenyl)acetic acid ethyl ester C(C)OC([C@@H](C1=CC=C(C=C1)SCC)N)=O